2-((1s,4s)-4-((2-((2-(1-(Cyclopropylsulfonyl)-1H-pyrazol-4-yl)pyridin-4-yl)amino)-5-(1-(difluoromethyl)-1H-pyrazol-3-yl)pyrimidin-4-yl)amino)cyclohexyl)propan-2-ol C1(CC1)S(=O)(=O)N1N=CC(=C1)C1=NC=CC(=C1)NC1=NC=C(C(=N1)NC1CCC(CC1)C(C)(C)O)C1=NN(C=C1)C(F)F